nickel cobalt aluminum manganese calcium scandium [Sc].[Ca].[Mn].[Al].[Co].[Ni]